ClC1=NC=C2NC(N(C2=N1)C1C2CC3CC(CC1C3)(C2)O)=O 2-chloro-9-(5-hydroxyadamantan-2-yl)-7,9-dihydro-8H-purin-8-one